C(CC)N1C([C@H](NC(C12CCN(CC2)CC2=CC=C(C=C2)OC2=C(C=C(C=C2)C(=O)N(C)C)OC)=O)[C@@H](C2CCCCC2)O)=O (3R)-1-propyl-2,5-dioxo-3-((1R)-1-hydroxy-1-cyclohexylmethyl)-9-(4-(4-dimethylaminocarbonyl-2-methoxyphenoxy)phenylmethyl)-1,4,9-triazaspiro[5.5]undecane